4-fluoro-N-(3-(pyridin-3-yl)-1H-indazol-5-yl)benzamide FC1=CC=C(C(=O)NC=2C=C3C(=NNC3=CC2)C=2C=NC=CC2)C=C1